(19R)-3-ethyl-16-fluoro-10,19-dimethyl-20-oxa-4-thia-5,9,10,11,23-pentaazapentacyclo[19.3.1.02,6.08,12.013,18]pentacosa-1(24),2,5,8,11,13,15,17,21(25),22-decaen-22-amine C(C)C1=C2C3=CN=C(C(O[C@@H](C4=CC(=CC=C4C4=NN(N=C4CC2=NS1)C)F)C)=C3)N